Cl.NC/C(/CN1N=CN(C1=O)C1=C(C=C(C=N1)C=1C=NC(=CC1)C(F)(F)F)C)=C\F 2-[(2E)-2-(aminomethyl)-3-fluoroprop-2-en-1-yl]-4-[5-methyl-6'-(trifluoro-methyl)-3,3'-bipyridin-6-yl]-2,4-dihydro-3H-1,2,4-triazol-3-one hydrochloride